(E)-1-(1-((3-(2-cyclopropylvinyl)phenyl)sulfonyl)-5-(2-fluorophenyl)-1H-pyrrol-3-yl)-N-methylmethylamine hydrochloride Cl.C1(CC1)/C=C/C=1C=C(C=CC1)S(=O)(=O)N1C=C(C=C1C1=C(C=CC=C1)F)CNC